tert-butyl((1r,3r)-3-((2-(2,6-dioxopiperidin-3-yl)-1,3-dioxoisoindolin-5-yl)oxy)cyclobutyl)(methyl)carbamate C(C)(C)(C)OC(N(C)C1CC(C1)OC=1C=C2C(N(C(C2=CC1)=O)[C@H]1C(NC(CC1)=O)=O)=O)=O